5-(difluoromethyl)-6-hydroxy-3-nitro-pyridine-2-carboxylic acid methyl ester COC(=O)C1=NC(=C(C=C1[N+](=O)[O-])C(F)F)O